FC1=C(CN2N=CC(=C2)C2=C(OC3=C(C(=CC=C3C2=O)OC)OC)C(F)(F)F)C=CC=C1 3-(1-(2-fluorobenzyl)-1H-pyrazol-4-yl)-7,8-dimethoxy-2-(trifluoromethyl)-4H-chromen-4-one